2,2-bis{[(2-cyano-3,3-diphenylacryloyl)oxy]methyl}propane-1,3-diyl bis(2-cyano-3,3-diphenylacrylate) C(#N)C(C(=O)OCC(COC(C(=C(C1=CC=CC=C1)C1=CC=CC=C1)C#N)=O)(COC(C(=C(C1=CC=CC=C1)C1=CC=CC=C1)C#N)=O)COC(C(=C(C1=CC=CC=C1)C1=CC=CC=C1)C#N)=O)=C(C1=CC=CC=C1)C1=CC=CC=C1